3-(dimethylamino)-1-(6-fluoro-3-methyl-8-(5-(trifluoromethyl)-1,2,4-oxadiazol-3-yl)-2,3-dihydrobenzo[f][1,4]oxazepin-4(5H)-yl)propan-1-one CN(CCC(=O)N1C(COC2=C(C1)C(=CC(=C2)C2=NOC(=N2)C(F)(F)F)F)C)C